NCCCC#CC1=CC=CC=2N(C(N(C21)C)=O)C2C(NC(CC2)=O)=O 3-[4-(5-aminopent-1-ynyl)-3-methyl-2-oxo-benzimidazol-1-yl]piperidine-2,6-dione